N-(4-cyanoPhenylbenzyl)-1-methyl-7-oxo-4,5,6,7-tetrahydro-1H-pyrazolo[3,4-c]Pyridine-3-carboxamide C(#N)C1=CC=C(C=C1)C(C1=CC=CC=C1)NC(=O)C1=NN(C=2C(NCCC21)=O)C